BrC1=CN=C(S1)C=1C(=NC=CN1)C(C)NC1=NC=NC2=C(C=C(C=C12)C(F)(F)F)C(F)(F)F N-[1-[3-(5-bromothiazol-2-yl)pyrazin-2-yl]ethyl]-6,8-bis(trifluoromethyl)quinazolin-4-amine